tert-butyl (1-(3-chloro-5-(1-(1-methoxyisoquinolin-5-yl)-5-(trifluoromethyl)-1H-pyrazole-4-carboxamido)pyridin-2-yl)-1H-1,2,3-triazol-5-yl)carbamate ClC=1C(=NC=C(C1)NC(=O)C=1C=NN(C1C(F)(F)F)C1=C2C=CN=C(C2=CC=C1)OC)N1N=NC=C1NC(OC(C)(C)C)=O